N=1C=NN2C1C=C(C=C2)OC2=CC(=C(C=C2C)NC=2C1=C(N=CN2)C=CC(=N1)[C@H]1C[C@H]2[C@H](N(CC2)C(=O)OC(C)(C)C)C1)F |o1:28,30,31| rel-tert-butyl (3aR,5S,6aR)-5-(4-((4-([1,2,4]triazolo[1,5-a]pyridin-7-yloxy)-2-fluoro-5-methylphenyl)amino)pyrido[3,2-d]pyrimidin-6-yl)hexahydrocyclopenta[b]pyrrole-1(2H)-carboxylate